C[SnH](C)C The molecule is an organotin compound that consists of stannane in which three of the four hydrogens are substituted by methyl groups. It has a role as a neurotoxin. It derives from a hydride of a stannane.